C(C)OC(=O)C1=NC(=NC=C1NC1=NN(C=C1)C)Cl chloro-5-((1-methyl-1H-pyrazol-3-yl)amino)pyrimidine-4-carboxylic acid ethyl ester